BrC(C)C1=NC=C2C=C(C=NC2=C1)OC1=C(C=C(C=C1)F)F 7-(1-bromoethyl)-3-(2,4-difluorophenoxy)-1,6-naphthyridine